C(C)(=O)N1CCN(CC1)C(=O)C=1C=NC2=CC=CC=C2C1N1CCC(CC1)(C#N)C 1-(3-(4-Acetylpiperazine-1-carbonyl)quinolin-4-yl)-4-methylpiperidine-4-carbonitrile